((4S,7r)-1-oxaspiro[3.5]nonan-7-yl)-4-azaspiro[2.5]octane-7-carboxamide O1CCC12CCC(CC2)C2CC21NCCC(C1)C(=O)N